FC(C(=O)O)(F)F.FC(C(=O)O)(F)F.NC1=CC=C(C(=N1)C)CNC([C@H](C)NC(=O)[C@@H]1NC[C@H](C1)CC=1SC2=C(N1)C=C(C=C2)Cl)=O (2R,4R)-N-((S)-1-(((6-Amino-2-methylpyridin-3-yl)methyl)amino)-1-oxopropan-2-yl)-4-((5-chlorobenzo[d]thiazol-2-yl)methyl)pyrrolidine-2-carboxamide Di-trifluoroacetate salt